(((((2R,3S,4R,5R)-5-(4-aminopyrrolo[2,1-f][1,2,4]triazin-7-yl)-5-cyano-3,4-dihydroxytetrahydrofuran-2-yl) methoxy) (phenoxy) phosphoryl) amino)-2-methylpropanoate NC1=NC=NN2C1=CC=C2[C@]2([C@@H]([C@@H]([C@H](O2)COP(=O)(OC2=CC=CC=C2)NC(C(=O)[O-])(C)C)O)O)C#N